CN1CCC=CC1 1-methyl-3,6-dihydro-2H-pyridin